BrC=1C(=NC(=NC1C)C(F)(F)F)C 5-bromo-4,6-dimethyl-2-(trifluoromethyl)pyrimidine